(E)-3-fluoro-β-nitrostyrene FC=1C=C(/C=C/[N+](=O)[O-])C=CC1